ClC1=CC=C(C=C1)C=1NC(=CC1C#N)C(F)(F)F (p-chlorophenyl)-5-(trifluoromethyl)pyrrole-3-nitrile